Cl.N1C(=NC=C1)C=1C=C(SC1)[C@@H](C)N (R)-1-(4-(1H-imidazol-2-yl)thiophen-2-yl)ethane-1-amine hydrochloride